(R)-6-Methyl-5-(8-methyl-[1,2,4]triazolo[1,5-a]pyridin-6-yl)-1-(1-neopentylpiperidin-3-yl)-1,3-dihydro-2H-benzo[d]imidazol-2-on CC=1C(=CC2=C(N(C(N2)=O)[C@H]2CN(CCC2)CC(C)(C)C)C1)C=1C=C(C=2N(C1)N=CN2)C